COC(C1=CC(=CC=C1)C1(CCC1)NC(=O)OC(C)(C)C)=O 3-(1-((tert-butoxycarbonyl)amino)cyclobutyl)benzoic acid methyl ester